ClC=1C=CC2=C(OCO2)C1 6-chloro-1,3-benzodioxol